CCCCCSCC(=O)O The molecule is a C7 sulfur-containing carboxylic acid. It is a sulfur-containing carboxylic acid and a carboxylic acid. It derives from an octanoic acid.